C(C)(C)(C)OC(=O)N1CC2(C1)C[C@H]([C@@H](CC2)NC2=CC=C1C(=NN(C1=C2)C)C2C(NC(CC2)=O)=O)C tert-butyl-(6R,7R)-7-((3-(2,6-dioxopiperidin-3-yl)-1-methyl-1H-indazol-6-yl)amino)-6-methyl-2-azaspiro[3.5]nonane-2-carboxylate